NC([C@H](C[C@H]1C(NCC1)=O)NC([C@H](CC(C)C)NC(OC(C)(C)C)=O)=O)=O tert-butyl ((S)-1-(((S)-1-amino-1-oxo-3-((S)-2-oxopyrrolidin-3-yl)propan-2-yl)-amino)-4-methyl-1-oxopentan-2-yl)carbamate